N-methyl-(t-butoxy)carbohydrazide CN(NC(=O)NN)OC(C)(C)C